ClC1=NC(=CC(=N1)NC1CCC(CC1)(F)F)C 2-chloro-N-(4,4-difluorocyclohexyl)-6-methylpyrimidin-4-amine